OC[C@H](C1=CC=CC=C1)NC1=NC(=NC=C1C1=NC(=NO1)C12CCN(CC1)CC2)NC=2C=C1C(CNC(C1=CC2)=O)(C)C (S)-6-((4-((2-hydroxy-1-phenylethyl)amino)-5-(3-(quinuclidin-4-yl)-1,2,4-oxadiazol-5-yl)pyrimidin-2-yl)amino)-4,4-dimethyl-3,4-dihydroisoquinolin-1(2H)-one